C1(CC1)C(=O)NC=1N=CC2=C(N1)N1C(C(=C2)C=2C=C(C=CC2C)NC(C2=NC=CC(=C2)C(F)(F)F)=O)=NCC1 N-(3-(2-(cyclopropane-carboxamido)-8,9-dihydroimidazo[1',2':1,6]pyrido[2,3-d]pyrimidin-6-yl)-4-methylphenyl)-4-(trifluoromethyl)picolinamide